(S)-1'-(5-((2-amino-3-chloropyridin-4-yl)thio)-3-methylpyrazin-2-yl)-1,3-dihydrospiro[indene-2,4'-piperidine] NC1=NC=CC(=C1Cl)SC=1N=C(C(=NC1)N1CCC2(CC1)CC1=CC=CC=C1C2)C